(S)-2-(3-methoxy-1-methyl-1H-pyrazol-4-yl)-N-(2-methyl-5-((2-(2-methylpyrrolidin-1-yl)ethyl)carbamoyl)pyridin-3-yl)pyrazolo[5,1-b]thiazole-7-carboxamide COC1=NN(C=C1C1=CN2C(S1)=C(C=N2)C(=O)NC=2C(=NC=C(C2)C(NCCN2[C@H](CCC2)C)=O)C)C